[O-]S(=O)(=O)C(F)(F)F.C1(=C(C(=CC(=C1)C)C)[I+]C1=C(C=CC=C1)C)C mesityl(2-methylphenyl)iodonium triflate